N-ethyl-5-fluoro-2-[3-[(trans)-2-[5-(pyrrolidin-1-ylmethyl)-2-pyridyl]vinyl]-1-tetrahydropyran-2-yl-indazol-6-yl]sulfanylbenzamide C(C)NC(C1=C(C=CC(=C1)F)SC1=CC=C2C(=NN(C2=C1)C1OCCCC1)\C=C\C1=NC=C(C=C1)CN1CCCC1)=O